Boc-L-homocysteine C(=O)(OC(C)(C)C)N[C@@H](CCS)C(=O)O